FC=1C2=C(C=NC1)OC1=C(C(C2)C(=O)OC)C=CC=C1 methyl 4-fluoro-5,6-dihydrobenzo[6,7]oxepino[2,3-c]pyridine-6-carboxylate